N-(3-fluoro-4-((3-((1-(hydroxymethyl)cyclobutyl)amino)-1H-pyrazolo[3,4-b]pyridin-4-yl)oxy)phenyl)-3-(4-fluorophenyl)-1-isopropyl-2,4-dioxo-1,2,3,4-tetrahydropyrimidine-5-carboxamide FC=1C=C(C=CC1OC1=C2C(=NC=C1)NN=C2NC2(CCC2)CO)NC(=O)C=2C(N(C(N(C2)C(C)C)=O)C2=CC=C(C=C2)F)=O